N[C@@H](CC(=O)OCC)C=1C=C(C=CC1)C1=C(C=CC=C1)C ethyl (S)-3-amino-3-(2'-methylbiphenyl-3-yl)propanoate